diethyl-(3,5-di-tert-butyl-4-hydroxyphenyl) phosphate P(=O)(OC1=C(C(=C(C(=C1CC)C(C)(C)C)O)C(C)(C)C)CC)([O-])[O-]